N-[(2S)-1-hydroxypropan-2-yl]-4-[2-methyl-5-[(3S)-3-(2,2,2-trifluoroethyl)pyrrolidine-1-carbonylamino]phenyl]-6-(morpholin-4-yl)pyridine-2-carboxamide OC[C@H](C)NC(=O)C1=NC(=CC(=C1)C1=C(C=CC(=C1)NC(=O)N1C[C@@H](CC1)CC(F)(F)F)C)N1CCOCC1